C[C@H]1CC[C@@H](NC1)C1CC2(CC(C2)C(=O)N)C1 |r| rac-6-((2R,5S)-5-methylpiperidin-2-yl)Spiro[3.3]heptane-2-carboxamide